C(C(C)C)CCC(=O)C methyl (isobutyl)ethyl ketone